FC=1C=CC2=C(C(=C(O2)[C@H](C(C)C)NC(NC=2C=NC(=NC2)N2CC3(C2)OCCC3)=O)C)C1 3-[(1S)-1-(5-fluoro-3-methyl-1-benzofuran-2-yl)-2-methylpropyl]-1-(2-{5-oxa-2-azaspiro[3.4]octan-2-yl}pyrimidin-5-yl)urea